5-(benzylsulfanyl)-2-fluoro-1,3-thiazole C(C1=CC=CC=C1)SC1=CN=C(S1)F